CC1=NC(=CC(=N1)NC1=CC(=C(N=N1)C(=O)NOCC)NC1=C(C(=CC=C1)C1=NC=C(C=N1)C)OC)C 6-((2,6-dimethyl-pyrimidin-4-yl)amino)-N-ethoxy-4-((2-methoxy-3-(5-methyl-pyrimidin-2-yl)phenyl)amino)pyridazine-3-carboxamide